2-benzyl-4-bromo-6-methoxyisoindoline C(C1=CC=CC=C1)N1CC2=CC(=CC(=C2C1)Br)OC